NC=1C=CC(=C(C1)C1=CC(=NC(=C1)N1CCOCC1)OC1CCN(CC1)C(=O)OC(C)(C)C)C tert-butyl 4-((4-(5-amino-2-methylphenyl)-6-morpholinopyridin-2-yl)oxy)piperidine-1-carboxylate